FC(C1=CC=C(C=CC2=C(C=CC=3N=COC3)C=CC=C2)C=C1)(F)F 4-((2-(4-(trifluoromethyl)styryl))styryl)Oxazole